(E)-3-(2-(4-indazolyl)-4-morpholino-6-thieno[3,2-d]pyrimidinyl)-N-(1-methylsulfonyl-4-piperidinyl)acrylamide N1N=CC2=C(C=CC=C12)C=1N=C(C2=C(N1)C=C(S2)/C=C/C(=O)NC2CCN(CC2)S(=O)(=O)C)N2CCOCC2